FC=1C=C(CNC=2C=CC=C3C(=CC=NC23)C=2C=CC(=NC2)C#N)C=CC1OC(C)C 5-(8-((3-fluoro-4-isopropoxybenzyl)amino)quinolin-4-yl)picolinonitrile